1-[3-(trifluoromethyl)-1,2,4-oxadiazol-5-yl]Ethylamine FC(C1=NOC(=N1)C(C)N)(F)F